NC1CCN(CC1)C=C1CC=C(C=C1)N(S(=O)(=O)C)C N-(4-((4-aminopiperidin-1-yl)methylene)phenyl)-N-methyl-methylsulfonamide